C1(CC1)N1N=CC(=C1)C1=NC=CC(=N1)NC=1N=CC2=C(C=CC(=C2C1)C(C)C)N1C(=C(C1)C[N+](=O)[O-])C N-(2-(1-cyclopropyl-1H-pyrazol-4-yl)pyrimidin-4-yl)-5-isopropyl-8-((2R,3R)-2-methyl-3-(nitromethyl)azetin-1-yl)isoquinolin-3-amine